tert-butyl {[4-(1-ethyl-1H-pyrazol-5-yl)-2,5-dioxoimidazolidin-4-yl]methyl}carbamate C(C)N1N=CC=C1C1(NC(NC1=O)=O)CNC(OC(C)(C)C)=O